C1(CC1)C=1N=CN(C1)C=1C(=CC(=C(C(=O)NC2=NC(=CC=C2)C=2N3C(=NN2)CC(C3)C)C1)F)C 5-(4-cyclopropyl-1H-imidazol-1-yl)-2-fluoro-4-methyl-N-(6-(6-methyl-6,7-dihydro-5H-pyrrolo[2,1-c][1,2,4]triazol-3-yl)pyridin-2-yl)benzamide